C1(=CC=C(C=C1)NC1=CC=2NC3=CC=CC=C3OC2C=C1Cl)C1=CC=CC=C1 N-([1,1'-biphenyl]-4-yl)-3-chlorophenoxazin-2-amine